N1(C2=C(OCCC1)N=C1C(=C2)C=CN1)C1=C(C(=O)NS(=O)(=O)C2=CC(=C(C=C2)NC[C@@H]2OC[C@H](CC2)OC)[N+](=O)[O-])C=CC=C1 2-(3,4-dihydro-2H-pyrrolo[3',2':5,6]pyrido[2,3-b][1,4]oxazepin-1(7H)-yl)-N-((4-((((2R,5S)-5-methoxytetrahydro-2H-pyran-2-yl)methyl)amino)-3-nitrophenyl)sulfonyl)benzamide